2-({8-[(3β)-cholest-5-en-3-yloxy]octyl}oxy)N,N-dimethyl-3-[(9Z,12Z)-octadeca-9,12-dien-1-yloxy]propan-1-amine CC(C)CCC[C@@H](C)[C@H]1CC[C@H]2[C@@H]3CC=C4C[C@H](CC[C@]4(C)[C@H]3CC[C@]12C)OCCCCCCCCOC(CN(C)C)COCCCCCCCC\C=C/C\C=C/CCCCC